(2S,6R)-tert-butyl 4-(11-chloro-3,3-bis(methoxymethyl)-6-oxo-10-(trifluoromethyl)-2,3,4,6-tetrahydro-[1,4]thiazepino[2,3,4-ij]quinazolin-8-yl)-2,6-dimethylpiperazine-1-carboxylate ClC1=C(C=C2C(=NC(N3C2=C1SCC(C3)(COC)COC)=O)N3C[C@@H](N([C@@H](C3)C)C(=O)OC(C)(C)C)C)C(F)(F)F